3-(3-(2-(5-((4,6-difluoro-1H-indol-5-yl)oxy)-2-fluorophenyl)-1H-imidazole-4-carbonyl)-5-fluorophenyl)propanoic acid methyl ester COC(CCC1=CC(=CC(=C1)F)C(=O)C=1N=C(NC1)C1=C(C=CC(=C1)OC=1C(=C2C=CNC2=CC1F)F)F)=O